N-(m-tolylaminomethyl)benzimidazole C1(=CC(=CC=C1)NCN1C=NC2=C1C=CC=C2)C